6-(4-Methyl-2-(6-methylpyridin-2-yl)-1H-imidazol-1-yl)imidazo[1,2-a]pyridine-3-carbonitrile CC=1N=C(N(C1)C=1C=CC=2N(C1)C(=CN2)C#N)C2=NC(=CC=C2)C